3-(isoquinolin-6-yl)acrylic acid (E)-tert-butyl ester C(C)(C)(C)OC(\C=C\C=1C=C2C=CN=CC2=CC1)=O